NC=1NC(C=2N=CN(C2N1)[C@H]1C[C@@H]2O[P@](OC[C@H]2O1)(=O)O[C@H]1CSSC[C@@H]1OCC1=CC=CC=C1)=S 2-amino-9-((2R,4aR,6R,7aS)-2-(((4R,5R)-5-(benzyloxy)-1,2-dithian-4-yl)oxy)-2-oxidotetrahydro-4H-furo[3,2-d][1,3,2]dioxaphosphinin-6-yl)-1,9-dihydro-6H-purine-6-thione